(3-(((4-((1-(6-(4H-1,2,4-triazol-4-yl)-1H-indazol-4-yl)azetidin-3-yl)oxy)butyl)amino)methyl)-5-(trifluoromethyl)phenyl)methanol N=1N=CN(C1)C1=CC(=C2C=NNC2=C1)N1CC(C1)OCCCCNCC=1C=C(C=C(C1)C(F)(F)F)CO